COC1=CC=C(C=C1)C#CC1=CC(=NC(=N1)N)N 6-(4-methoxy-phenylethynyl)-2,4-diaminopyrimidine